Bromotrifluorobutane BrC(C(F)(F)F)CC